1,3-diamino-4-methylbenzene NC1=CC(=C(C=C1)C)N